(S)-5-chloro-2-(4-(2-ethoxyethyl)-2-methylpiperazin-1-yl)pyridin-4-amine ClC=1C(=CC(=NC1)N1[C@H](CN(CC1)CCOCC)C)N